1-(2-aminoethyl)-4-methylpiperidin-4-ol NCCN1CCC(CC1)(O)C